6-(3,4-Difluorophenyl)-N-[(2-oxo-1H-pyridin-3-yl)sulfonyl]-2-[(4S)-2,2,4-trimethylpyrrolidin-1-yl]pyridin-3-carboxamid FC=1C=C(C=CC1F)C1=CC=C(C(=N1)N1C(C[C@@H](C1)C)(C)C)C(=O)NS(=O)(=O)C=1C(NC=CC1)=O